(4'-chlorobiphenyl-4-yl)acetic acid ClC1=CC=C(C=C1)C1=CC=C(C=C1)CC(=O)O